6-((1H-Pyrazolo[3,4-b]pyridin-5-yl)methyl)-N-(3-(trifluoromethyl)phenyl)-4,5,6,7-tetrahydrothieno[2,3-c]pyridin-3-carboxamid N1N=CC=2C1=NC=C(C2)CN2CC1=C(CC2)C(=CS1)C(=O)NC1=CC(=CC=C1)C(F)(F)F